C(C(O)C1=CC=CC=C1)(=O)[O-].[Na+] (+)-sodium mandelate salt